N-((S)-2-(1-Ethyl)pyrrolidinomethyl)-5-(4-hydroxy-3-methoxyphenyl)thiophen-2-carboxamid hydrochlorid Cl.C(C)[C@@H]1N(CCC1)CNC(=O)C=1SC(=CC1)C1=CC(=C(C=C1)O)OC